2-{[(3R)-3-(1H-indol-3-yl)piperidin-1-yl]methyl}phenol N1C=C(C2=CC=CC=C12)[C@@H]1CN(CCC1)CC1=C(C=CC=C1)O